NC1=NN2C(C(=CC(=C2)OCCOC)C=2C=NC(=CC2)N2CC3N(C(C2)C3)CC=3C=NC(=CC3)OC)=C1C#N 2-amino-6-(2-methoxyethoxy)-4-(6-(6-((6-methoxypyridin-3-yl)methyl)-3,6-diazabicyclo[3.1.1]heptan-3-yl)pyridin-3-yl)pyrazolo[1,5-a]pyridine-3-carbonitrile